6-Chloro-3-[[(1R)-1-(3,6-dimethyl-4-oxo-2-phenyl-chromen-8-yl)ethyl]amino]pyridine-2-carbohydrazide ClC1=CC=C(C(=N1)C(=O)NN)N[C@H](C)C=1C=C(C=C2C(C(=C(OC12)C1=CC=CC=C1)C)=O)C